OC1(CN(CCOC1)C(=O)[O-])C 6-hydroxy-6-methyl-1,4-oxazepane-4-carboxylate